[NH4+].[NH4+].C(C)N1CSC2=C1C=CC(=C2)S(=O)(=O)[O-].C(C)N2CSC1=C2C=CC(=C1)S(=O)(=O)[O-] (3-ethyl-benzthiazoline-6-sulfonic acid) diammonium salt